N-((1H-benzo[d]imidazol-2-yl)methyl)-3-(4-cyanophenyl)imidazo[1,2-a]pyridine-7-carboxamide N1C(=NC2=C1C=CC=C2)CNC(=O)C2=CC=1N(C=C2)C(=CN1)C1=CC=C(C=C1)C#N